NC1=NC=2C=CC(=CC2C2=C1C(OC2)C)C(=O)N(CC2=NC=C(C=C2)C(F)(F)F)CC2(CC2)C#N 4-amino-N-((1-cyanocyclopropyl)methyl)-3-methyl-N-((5-(trifluoromethyl)pyridin-2-yl)methyl)-1,3-dihydrofuro[3,4-c]quinoline-8-carboxamide